FC(C1=NC(=NC=C1)NC1C(C(COC1)O)O)(F)F 5-((4-(trifluoromethyl)pyrimidin-2-yl)amino)tetrahydro-2H-pyran-3,4-diol